C(C1=CC=CC=C1)(=O)NC[C@@H](C(=O)OCC)[C@H](O)C1=CC(=CC(=C1)C(F)(F)F)C(F)(F)F ethyl (2R,3S)-2-(benzamidomethyl)-3-(3,5-bis(trifluoromethyl) phenyl)-3-hydroxypropionate